BrCCCC(CC(CC(CC(CC(CC(CCCC(OCCCCC)OC(CCCC(CC(CC(CC(CC(CC(CCCBr)C)C)C)C)C)C)OCCCCC)C)C)C)C)C)C 17-bromo-4,6,8,10,12,14-hexamethylheptadecylpentoxymethyl ether